NC1=NC(N(C=C1)C1=CC=C(CCN2CC3C(C3C2)CNC(OC(C)(C)C)=O)C=C1)=O tert-Butyl ((exo-3-(4-(4-amino-2-oxopyrimidin-1(2H)-yl)phenethyl)-3-azabicyclo[3.1.0]hexan-6-yl)methyl)carbamate